C1CN(CCC12CCNCC2)CC2CCC(CC2)N2N=C(C(=C2)N2CC=C1N2C=CC(=N1)N1CC2CCC(C1)C2=O)C(F)F N-(1-((1R,4R)-4-((3,9-diazaspiro[5.5]undec-3-yl)methyl)cyclohexyl)-3-(difluoroMethyl)-1H-pyrazol-4-yl)-5-(8-oxo-3-azabicyclo[3.2.1]octane-3-yl)pyrazolo[1,5-a]pyrimidine